3-(4-methoxyphenyl)-[1,2,4]triazolo[3,4-b][1,3,4]thiadiazole-6-thiol COC1=CC=C(C=C1)C1=NN=C2SC(=NN21)S